7-(8-ethyl-7-fluoro-3-(methoxymethoxy)naphthalen-1-yl)-N,N-dimethyl-2-(methylsulfonyl)-7,8-dihydro-5H-pyrano[4,3-d]pyrimidin-4-amine C(C)C=1C(=CC=C2C=C(C=C(C12)C1CC=2N=C(N=C(C2CO1)N(C)C)S(=O)(=O)C)OCOC)F